N1=C(N=CC=C1)C1=C(C=CC=C1)C1=CC(=CC(=C1)C1=C(C=CC=C1)C1=NC=CC=N1)C1=C(C=CC=C1)C1=NC=CC=N1 1,3,5-tris(2-pyrimidylphenyl)benzene